COC1=CC=C(C(=N1)NC=1C=C(C=CC1C)NC(C1=NC=CC(=C1)C(F)(F)F)=O)C1=C2N=CN(C2=NC=N1)C1OCCCC1 N-(3-((6-methoxy-3-(9-(tetrahydro-2H-pyran-2-yl)-9H-purin-6-yl)pyridin-2-yl)amino)-4-methylphenyl)-4-(trifluoromethyl)picolinamide